C(C)(C)(C)OC(=O)N1CCC2(CN(C2)CCCC2=CC=NC=3N(C4=CC=CC=C4C32)C3C(NC(CC3)=O)=O)CC1.C1(=CC=CC=C1)C=1N(C3=NC=NC=C3N1)C1CN(CCC1)C(C=C)=O 1-(3-(8-phenyl-9H-purin-9-yl)piperidin-1-yl)prop-2-en-1-one tert-butyl-2-[3-[9-(2,6-dioxo-3-piperidyl)pyrido[2,3-b]indol-4-yl]propyl]-2,7-diazaspiro[3.5]nonane-7-carboxylate